NC1=NC=C(C=C1C(=O)NCCC(C)C1=CC=CC=C1)C1=CC=2N(C=C1)N=C(N2)N 2-amino-5-{2-amino-[1,2,4]triazolo[1,5-a]pyridin-7-yl}-N-(3-phenylbutyl)pyridine-3-carboxamide